F[P-](F)(F)(F)(F)F.CN(C)C(ON1N=NC=2C1=NC=CC2)=[N+](C)C N-[(dimethylamino)(3H-[1,2,3]triazolo[4,5-b]pyridin-3-yloxy)methylene]-N-methylmethylammonium hexafluorophosphate